6-chloro-5'-(5-chloro-2-methylpyridin-3-yl)-2'-(6-(dimethylamino)-4-methoxypyridin-3-yl)-3'-isopropyl-3'H-spiro[indoline-3,4'-pyrrolo[3,4-d]imidazole]-2,6'(5'H)-dione ClC1=CC=C2C(=C1)NC(C21N(C(C=2N=C(N(C21)C(C)C)C=2C=NC(=CC2OC)N(C)C)=O)C=2C(=NC=C(C2)Cl)C)=O